OCC(CCC(=O)O)(C)CO 5-hydroxy-4-(hydroxymethyl)-4-methylpentanoic acid